4-[5-Acetamido-3-(4-chlorophenyl)-1H-pyrazol-1-yl]-3-chlorobenzoic acid C(C)(=O)NC1=CC(=NN1C1=C(C=C(C(=O)O)C=C1)Cl)C1=CC=C(C=C1)Cl